NC1=C(NC=C1)C(=O)[O-] aminopyrrolate